S(=O)(=O)(O)C1CC(=O)OC1 3-sulfobutyrolactone